(E)-3-(5-chloro-2-1,2,3-triazol-1-yl-phenyl)-acrylic acid tert-butyl ester C(C)(C)(C)OC(\C=C\C1=C(C=CC(=C1)Cl)N1N=NC=C1)=O